FC1(CCN(CC1)C(=O)OC(C)(C)C)C1=NC2=C(C=C(C=C2C(N1)=O)C=1C=CC=2N(C1)C=C(N2)C)F tert-butyl 4-fluoro-4-[8-fluoro-6-(2-methylimidazo[1,2-a]pyridin-6-yl)-4-oxo-3,4-dihydroquinazolin-2-yl]piperidine-1-carboxylate